C(C1=CC=CC=C1)OC[C@H](C(=O)OCC1=CC=CC=C1)OS(=O)(=O)C(F)(F)F benzyl (2R)-3-(benzyloxy)-2-[(trifluoromethanesulfonyl)oxy]propanoate